tert-butyl 3-(5-cyanopyrimidin-2-yl)-3,8-diazabicyclo[3.2.1]octane-8-carboxylate C(#N)C=1C=NC(=NC1)N1CC2CCC(C1)N2C(=O)OC(C)(C)C